BrC1=C(N=C2N1N=C(C=C2)NC2CCC(CC2)C(C)(C)O)C#N 3-bromo-6-((1r,4r)-4-(2-hydroxypropan-2-yl)cyclohexyl)aminoimidazo[1,2-b]pyridazine-2-carbonitril